5-(2,6-difluorobenzyl)-3-(pyridin-2-ylethynyl)-1H-indazole FC1=C(CC=2C=C3C(=NNC3=CC2)C#CC2=NC=CC=C2)C(=CC=C1)F